(R)-4-(4-(4-(2H-1,2,3-triazol-2-yl)phenyl)-2-oxopyridin-1(2H)-yl)-2-methyl-2-(methylsulfonyl)butanoic acid N=1N(N=CC1)C1=CC=C(C=C1)C1=CC(N(C=C1)CC[C@](C(=O)O)(S(=O)(=O)C)C)=O